C1(CC1)[C@H]1N(CCN(C1)C=1C=CC=2N=CN=C(C2N1)NC1=C(C(=C(C=C1)OC=1C=C2C(=NC1)N(C=N2)C)C)F)C(=O)OC(C)(C)C tert-butyl (R)-2-cyclopropyl-4-(4-((2-fluoro-3-methyl-4-((3-methyl-3H-imidazo[4,5-b]pyridin-6-yl)oxy)phenyl)amino)pyrido[3,2-d]pyrimidin-6-yl)piperazine-1-carboxylate